C4-bromo-2-{4-bromo-3-[(2,3-dihydro-1H-inden-2-yloxy)methyl]phenoxy}-butyric acid methyl ester COC(C(CCBr)OC1=CC(=C(C=C1)Br)COC1CC2=CC=CC=C2C1)=O